COC([C@@H](NN=O)CCCNC(N)=N)=O nitroso-L-arginine methyl ester